7-((2s,5r)-4-(1-(4-fluoro-2-(1-methoxyethyl)phenyl)ethyl)-2,5-dimethylpiperazin-1-yl)-4-methyl-2-(tetrahydro-2H-pyran-2-yl)-2,4-dihydro-5H-pyrazolo[4,3-b]pyridin-5-one FC1=CC(=C(C=C1)C(C)N1C[C@@H](N(C[C@H]1C)C=1C=2C(N(C(C1)=O)C)=CN(N2)C2OCCCC2)C)C(C)OC